(±)-Trans-2-((3-(4-chlorobenzyl)-4-((4-((3-(fluoromethyl)pyridin-2-yl)oxy)phenyl)imino)-2,6-dioxo-1,3,5-triazin-1-yl)methyl)cyclopropan-1-carboxylic acid ClC1=CC=C(CN2C(N(C(NC2=NC2=CC=C(C=C2)OC2=NC=CC=C2CF)=O)C[C@H]2[C@@H](C2)C(=O)O)=O)C=C1 |r|